N-[2-chloro-4-[5-(5-fluoroisoindoline-2-carbonyl)-2-pyridyl]phenyl]-N-(cyclopropylmethyl)acetamide ClC1=C(C=CC(=C1)C1=NC=C(C=C1)C(=O)N1CC2=CC=C(C=C2C1)F)N(C(C)=O)CC1CC1